ClC=1C(=CC(=C(C1)O)C)C1(CCCC1)C(F)(F)F 5-chloro-2-methyl-4-[1-(trifluoromethyl)cyclopentyl]phenol